Cl.ClC1=CC2=C(N=N1)N(C=C2)CC2CNCCC2 3-({3-Chloro-7H-pyrrolo[2,3-c]pyridazin-7-yl}methyl)piperidine hydrochloride